C12(CCC(CC1)CC2)C2=NOC(=C2C(=O)O)C2CC2 3-[bicyclo[2.2.2]oct-1-yl]-5-cyclopropyl-1,2-oxazole-4-carboxylic acid